BrC1=CN(C2=NC(=CN=C21)N2C1CC(CC2CC1)NC(OC(C)(C)C)=O)COCC[Si](C)(C)C tert-butyl N-[exo-8-(7-bromo-5-{[2-(trimethylsilyl) ethoxy]methyl}-5H-pyrrolo[2,3-b]pyrazin-3-yl)-8-azabicyclo[3.2.1]octan-3-yl]carbamate